hexahydrofuro[3,2-b]furan-3-yl nitrate [N+](=O)(OC1C2C(OC1)CCO2)[O-]